3-(6-bromo-pyridazin-3-ylcarbamoyl)-bicyclo[1.1.1]pentane-1-carboxylic acid BrC1=CC=C(N=N1)NC(=O)C12CC(C1)(C2)C(=O)O